2-Amino-N-(1-(4-chloro-7-(pyridin-3-yl)pyrazolo[1,5-a]pyridin-6-yl)ethyl)pyrazolo[1,5-a]pyrimidine-3-carboxamide NC1=NN2C(N=CC=C2)=C1C(=O)NC(C)C=1C=C(C=2N(C1C=1C=NC=CC1)N=CC2)Cl